NC(C(=O)O)CC1=CCC=CC1 α-Amino-1,4-cyclohexadiene-1-propanoic acid